BrC=1C(=NC(=NC1)NC1=C(C=C(C(=C1)C)N1CCC(CC1)N1CCN(CC1)C)OC)NC1=C(C=C(C=C1)C)P(C)C (2-((5-bromo-2-((2-methoxy-5-methyl-4-(4-(4-methylpiperazin-1-yl)piperidin-1-yl)phenyl)amino)Pyrimidin-4-yl)amino)-5-methylphenyl)dimethyl-phosphine